C(C1=CC=CC=C1)(=O)S benzoyl thiol